4-((4-(8-methoxyoctyl)phenyl)carbamoyl)piperazin-1-ium chloride [Cl-].COCCCCCCCCC1=CC=C(C=C1)NC(=O)N1CC[NH2+]CC1